F[P-](F)(F)(F)(F)F.CN(C)C(=[N+]1N=NC2=C1C=CC=C2)N(C)C 1-[Bis(dimethylamino)methylene]-1H-benzotriazolium hexafluorophosphate